6-iodo-2,3-dihydrobenzo[b][1,4]dioxine IC1=CC2=C(OCCO2)C=C1